2-(4-((1-(2-chloro-6-fluorobenzyl)-3,4-dimethyl-2-oxo-1,2,3,4-tetrahydro-quinazoline-7-carboxamido)methyl)phenoxy)acetic acid ClC1=C(CN2C(N(C(C3=CC=C(C=C23)C(=O)NCC2=CC=C(OCC(=O)O)C=C2)C)C)=O)C(=CC=C1)F